3-Mercapto-2-methyl-propyl(diethoxymethylsilan) SCC(C[SiH2]C(OCC)OCC)C